3-amino-2,6-piperidine-dione hydrochloride Cl.NC1C(NC(CC1)=O)=O